C(=O)O.C(C)SCC ethylsulfide formate